FC=1C(=NC=CC1C=1N=C(N2C1[C@H](N(CC2)C(=O)C2=CC=C(C=C2)F)C)C2=NC(=NS2)C)OC (R)-(1-(3-Fluoro-2-methoxypyridin-4-yl)-8-methyl-3-(3-methyl-1,2,4-thiadiazole-5-yl)-5,6-dihydroimidazo[1,5-a]pyrazin-7(8H)-yl)(4-fluorophenyl)methanone